O[C@H](C(=O)NC1=CC=C(N=N1)CCCCC1=NN=C(S1)C(=O)NCCC1=CC=CC=C1)C1=CC=CC=C1 5-(4-{6-[(2S)-2-hydroxy-2-phenylacetamido]pyridazin-3-yl}butyl)-N-(2-phenylethyl)-1,3,4-thiadiazole-2-carboxamide